tert-butyl 4-(1-(5-((4-methoxybenzyl)amino)-2-(2-methoxypyridin-4-yl)oxazol-4-yl)-1,3-dioxopentan-2-yl)piperazine-1-carboxylate COC1=CC=C(CNC2=C(N=C(O2)C2=CC(=NC=C2)OC)C(C(C(CC)=O)N2CCN(CC2)C(=O)OC(C)(C)C)=O)C=C1